methylolamyl-cyclohexeneformaldehyde C(O)CCCCCC1=C(CCCC1)C=O